FC(S(=O)(=O)OC1=C(C=C(C=C1)OC1=CC=CC=C1)C(C)O)(F)F 2-(1-hydroxyethyl)-4-phenoxyphenyl trifluoromethanesulfonate